C(OC(CCCCCCC)=O)(OC(CCCCCCC)=O)=O dicaprylyl carbonat